tert-butyl 1-({4-(methoxycarbonyl)-2-[(2-methoxyethyl)amino]phenyl}carbamoyl)-6-azaspiro[2.5]octane-6-carboxylate COC(=O)C1=CC(=C(C=C1)NC(=O)C1CC12CCN(CC2)C(=O)OC(C)(C)C)NCCOC